NC=1C(=C(CNC2(CC2)C2=C(C=C(C=C2)O)O)C=CC1)F 4-(1-((3-amino-2-fluorobenzyl)amino)cyclopropyl)benzene-1,3-diol